N/C(=C/C(=O)N)/CC(C)C (E)-3-amino-5-methylhex-2-enamide